O1C(C(N(C(C1([2H])[2H])([2H])[2H])C=1C=NC2=CC=CC=C2N1)([2H])[2H])([2H])[2H] 3-(morpholino-d8)quinoxalin